4-Bromo-2-cyclopentylphthalazin-1(2H)-one BrC1=NN(C(C2=CC=CC=C12)=O)C1CCCC1